(R)-2-(3-(1-aminoethyl)-2-fluorophenyl)-2,2-difluoroethanol N[C@H](C)C=1C(=C(C=CC1)C(CO)(F)F)F